C(C)C1=C(C(=O)NCCNC(=O)[C@H]2NC[C@@H](C2)O)C=CC(=C1)NC=1C=2N(C=CN1)C(=CN2)C=2C(=NNC2)C(F)(F)F (2S,4R)-N-[2-[[2-ethyl-4-[[3-[3-(trifluoromethyl)-1H-pyrazol-4-yl]imidazo[1,2-a]pyrazin-8-yl]amino]benzoyl]amino]ethyl]-4-hydroxypyrrolidine-2-carboxamide